ClC=1C=C(C=CC1C)NC(=O)NCCNC=1C(N(C(C1)=O)C1C(NC(CC1)=O)=O)=O 1-(3-chloro-4-methylphenyl)-3-(2-((1-(2,6-dioxopiperidin-3-yl)-2,5-dioxo-2,5-dihydro-1H-pyrrol-3-yl)amino)ethyl)urea